(2S,5r)-N-(cyanomethyl)-6-hydroxy-3-methyl-7-oxo-1,6-diazabicyclo[3.2.1]oct-3-ene-2-carboxamide C(#N)CNC(=O)[C@H]1N2C(N([C@H](C=C1C)C2)O)=O